IC1=C(C(=CC=C1)I)[N+](=O)[O-] 1,3-diiodo-nitrobenzene